ClC=1C=C(C(=O)NC(C2CCN(CC2)CC(NC(C([2H])([2H])[2H])(C)C)=O)([2H])[2H])C=C(C1)F 3-chloro-N-[dideuterio-[1-[2-oxo-2-[(2,2,2-trideuterio-1,1-dimethyl-ethyl)amino]ethyl]-4-piperidyl]methyl]-5-fluoro-benzamide